(R)-4-(7-fluoro-imidazo[1,2-a]pyridin-3-yl)-7-((6-((isopropyl(meth-yl)amino)methyl)-5-(tetrahydrofuran-3-yl)pyridin-2-yl)amino)isoindolin-1-one FC1=CC=2N(C=C1)C(=CN2)C2=C1CNC(C1=C(C=C2)NC2=NC(=C(C=C2)[C@@H]2COCC2)CN(C)C(C)C)=O